tert-butyl (3s,4s)-4-(4-(3-(2,6-bis(benzyloxy) pyridin-3-yl)-1-methyl-1H-indazol-6-yl)-1,2,3,6-tetrahydropyridine-1-carbonyl)-3-methylpiperidine-1-carboxylate C(C1=CC=CC=C1)OC1=NC(=CC=C1C1=NN(C2=CC(=CC=C12)C=1CCN(CC1)C(=O)[C@@H]1[C@@H](CN(CC1)C(=O)OC(C)(C)C)C)C)OCC1=CC=CC=C1